ammonium bismuth citrate C(CC(O)(C(=O)[O-])CC(=O)[O-])(=O)[O-].[Bi+2].[NH4+]